3-cyclopropyl-1-(pyridin-2-yl)propan-1-ol C1(CC1)CCC(O)C1=NC=CC=C1